2-methoxy-N-methylacetamide COCC(=O)NC